C1=C(C=CC2=CC=CC=C12)CCOC1CS(C=C1)(=O)=O 3-(2-(naphthalen-2-yl)ethoxy)-2,3-dihydrothiophene 1,1-dioxide